NC1=NC(=C(C=C1)C1=CC=C(C=C1)N1CCN(CC1)C(C)C)F 2-amino-6-fluoro-5-(4-(4-isopropylpiperazin-1-yl)phenyl)pyridin